NC(C(=O)OCC=CCCCCCCCCCCCCCCC)C.[Na] sodium beta-octadecenyl aminopropionate